N-cyclohexyl-N-ethyl-3-[2-(trans-4-ethylcyclohexyl)-4-fluoro-1H-benzimidazol-1-yl]propanamide C1(CCCCC1)N(C(CCN1C(=NC2=C1C=CC=C2F)[C@@H]2CC[C@H](CC2)CC)=O)CC